C[C@@H]1COCCN1C=1C=C(C=2N(N1)C=NC2)C2(CCCCC2)C#N (R)-1-(2-(3-methylmorpholino)imidazo[1,5-b]pyridazin-4-yl)cyclohexane-1-carbonitrile